hydrazinealdehyde N(N)=O